4-(benzyloxy)-2-[(tert-butoxycarbonyl)amino]butyric acid C(C1=CC=CC=C1)OCCC(C(=O)O)NC(=O)OC(C)(C)C